sodium 1,2-cyclohexanedicarboxylate C1(C(CCCC1)C(=O)[O-])C(=O)[O-].[Na+].[Na+]